C(C=C)OC(CC=1C=C(C=CC1)OP(O)(O)=O)=O phosphoric acid 3-[2-(allyloxy)-2-oxoethyl]phenyl ester